ClC=1N=CC=C2C1NC=C2C(C2=CC=C(C=C2)O)C2=CNC1=C(N=CC=C12)Cl 4-(bis(7-chloro-1H-pyrrolo[2,3-c]pyridin-3-yl)methyl)phenol